ethyl (2-cyano-2-(2-(3-bromo-5-chloro-4-((5-di(trideuteromethyl)methyl-6-oxo-1,6-dihydropyridazin-3-yl) oxy)phenyl)hydrazono)acetyl)carbamate C(#N)C(C(=O)NC(OCC)=O)=NNC1=CC(=C(C(=C1)Cl)OC1=NNC(C(=C1)C(C([2H])([2H])[2H])C([2H])([2H])[2H])=O)Br